BrC=1C=C2C(OCC3=CC(=NC=C3C=3SC=C(NS(C(C1O)=C2)(=O)=O)C3)C(F)(F)F)=O 19-bromo-20-hydroxy-2,2-dioxo-11-(trifluoromethyl)-15-oxa-2λ6,6-dithia-3,10-diazatetracyclo[15.3.1.14,7.08,13]docosa-1(21),4,7(22),8,10,12,17,19-octaen-16-one